4-[4-(2-aminoethyl)phenyl]-3-[6-[2-[(2-methylpropan-2-yl)oxy]ethoxy]pyridazin-4-yl]oxybenzonitrile NCCC1=CC=C(C=C1)C1=C(C=C(C#N)C=C1)OC1=CN=NC(=C1)OCCOC(C)(C)C